BrCC1=CC2=C(S1)C1=C(C(C3=C2C(=C(C=C3)F)F)=O)C=CC=C1 2-(bromomethyl)-4,5-difluoro-8H-dibenzo[3,4:6,7]cyclohepta[1,2-b]thiophen-8-one